[Pd].C(C)(C)(C)P(C(C)(C)C)C(C)(C)C.C(C)(C)(C)P(C(C)(C)C)C(C)(C)C bis(tri-tert-butyl-phosphane) palladium